Phenyl (S)-(1-cyclohexyl-2-((4-(3,5-dimethyl-1-((2-(trimethylsilyl)ethoxy)methyl)-1H-pyrazol-4-yl)phenyl)amino)-2-oxoethyl)carbamate C1(CCCCC1)[C@@H](C(=O)NC1=CC=C(C=C1)C=1C(=NN(C1C)COCC[Si](C)(C)C)C)NC(OC1=CC=CC=C1)=O